C(C)(=O)O.CC(C(NC(=N)NCCCC)(C)C)(CC)C tetramethyldibutyl-guanidine acetate